(3-bromo-5-fluoro-2-methoxy-phenyl)acetic acid BrC=1C(=C(C=C(C1)F)CC(=O)O)OC